1,4-bis(2-aminoethyl)cyclohexane NCCC1CCC(CC1)CCN